C(CCC)N1C(N(C(C(C1=O)=C(N)N)=O)C1CCC(CC1)(C#N)CN1C(NC(C1(C)C)=O)=O)=O (1s,4s)-4-(3-Butyl-5-(diaminomethylene)-2,4,6-trioxotetrahydropyrimidin-1(2H)-yl)-1-((5,5-dimethyl-2,4-dioxoimidazolidin-1-yl)methyl)cyclohexane-1-carbonitrile